ClC=1C=C2C(=NC(N3C2=C(C1C1=C(C=C(C=C1)F)F)SC[C@H](C3)OC)=O)N3CCN(CC3)C(=O)OC(C)(C)C tert-butyl 4-((3s)-10-chloro-11-(2,4-difluorophenyl)-3-methoxy-6-oxo-3,4-dihydro-2H,6H-[1,4]thiazepino[2,3,4-ij]quinazolin-8-yl)piperazine-1-carboxylate